5-chloro-2-{[(2,2,2-trifluoroethyl)amino]methyl}-7,8-dihydro-6H-spiro[[1,3]oxazolo[5,4-f]quinazoline-9,1'-cyclohexan]-7-one ClC=1C=C2C(=C3C1NC(NC31CCCCC1)=O)OC(=N2)CNCC(F)(F)F